N-(1-(cyclopropylmethyl)piperidin-4-yl)-4-isopropyl-5-(8-methyl-[1,2,4]triazolo[1,5-a]pyridin-6-yl)-1H-pyrazole-3-carboxamide C1(CC1)CN1CCC(CC1)NC(=O)C1=NNC(=C1C(C)C)C=1C=C(C=2N(C1)N=CN2)C